COC(C1=C(C=CC(=C1)S(=O)(=O)N1C(CCC2=CC(=CC=C12)C(F)F)C1CC1)OCC1CCOCC1)=O 5-((2-cyclopropyl-6-difluoromethyl-3,4-dihydroquinolin-1(2H)-yl)sulfonyl)-2-((tetrahydro-2H-pyran-4-yl)methoxy)benzoic acid methyl ester